3-chloro-5-(1-cyanocyclopropyl)pyridine-2-carboxylic acid ethyl ester C(C)OC(=O)C1=NC=C(C=C1Cl)C1(CC1)C#N